1-(6-((1-(4-(Difluoromethyl)phenyl)-4-methyl-1H-1,2,3-triazol-5-yl)methoxy)pyridazine-3-yl)-N-isopropylazetidine-3-carboxamide FC(C1=CC=C(C=C1)N1N=NC(=C1COC1=CC=C(N=N1)N1CC(C1)C(=O)NC(C)C)C)F